3-(3-tert-butyl-4-hydroxy-5-methylphenyl)propane C(C)(C)(C)C=1C=C(C=C(C1O)C)CCC